CS[C@H](C(=O)O)C (S)-2-(methylthio)propionic acid